C1(CCCC1)CC1=C(C(=O)OOC(CC(=O)OC)=O)C=CC(=C1)C(=O)[O-] [3-methoxy-3-oxopropanoyloxy] cyclopentylmethylterephthalate